BrC=1C(=C(C(=NC1)N)C)C 5-BROMo-3,4-DIMETHYLPYRIDIN-2-AMIN